BrC1=C2C(=NN(C2=CC(=C1)OCC(C)O)C)C#N 4-bromo-6-(2-hydroxypropoxy)-1-methyl-1H-indazole-3-carbonitrile